FC1=CC(=C(C=2C3=C(C(=NN3C)C)C3(CCC3)NC12)C)C=1C=CC=C2C(=CNC12)C 6-fluoro-1,3,9-trimethyl-8-(3-methyl-1H-indol-7-yl)spiro[5H-pyrazolo[4,3-c]quinoline-4,1-cyclobutane]